FC(I)(F)F Trifluoroiodomethane